2-chloro-N-(2-chlorobenzoyl)acetamide ClCC(=O)NC(C1=C(C=CC=C1)Cl)=O